C(CC(=O)[O-])[C@@H](C(=O)O)N gamma-glutamic acid